CC1(CCC(CC1)C[N+](=O)[O-])O (1r,4r)-1-methyl-4-(nitromethyl)cyclohexane-1-ol